5-((1S,4S,5R)-5-((4-Cyclopropyl-1-(2,6-dichlorophenyl)-1H-pyrazol-5-yl)methoxy)-2-azabicyclo[2.2.1]heptan-2-yl)-N-((tetrahydro-2H-pyran-4-yl)sulfonyl)picolinamid C1(CC1)C=1C=NN(C1CO[C@H]1[C@@H]2CN([C@H](C1)C2)C=2C=CC(=NC2)C(=O)NS(=O)(=O)C2CCOCC2)C2=C(C=CC=C2Cl)Cl